2-(2-bromo-3-fluoro-6-iodo-phenoxy)-1-(4-chlorophenyl)ethanone BrC1=C(OCC(=O)C2=CC=C(C=C2)Cl)C(=CC=C1F)I